FC=1C=CC=2C3=C(NC(C2C1)=O)COC[C@H]3N(C(=O)C=3NC1=CC=CC=C1C3)C (S)-N-(8-fluoro-6-oxo-1,4,5,6-tetrahydro-2H-pyrano[3,4-c]isoquinolin-1-yl)-N-methyl-1H-indole-2-carboxamide